BrC1=C(C(=CC=C1)NC=1C=C2C=CN=CC2=CC1)N bromo-N1-(isoquinolin-6-yl)benzene-1,2-diamine